9-methoxy-N-methyl-N-Phenyl-[1,2,4]triazolo[4,3-a]quinazolin-5-amine COC=1C=CC=C2C(=NC=3N(C12)C=NN3)N(C3=CC=CC=C3)C